1-(4-(1-benzoylpiperidin-4-yl)butyl)-3-(oxazol-5-ylmethyl-d2)urea C(C1=CC=CC=C1)(=O)N1CCC(CC1)CCCCNC(=O)NC([2H])([2H])C1=CN=CO1